[K+].[N+](=O)([O-])C1=CC=C(C(=O)[O-])C=C1 p-nitrobenzoic acid potassium salt